5-BROMO-2-(DIMETHYLAMINO)-1H-INDOLE-3-CARBALDEHYDE BrC=1C=C2C(=C(NC2=CC1)N(C)C)C=O